C[C@]12CCC3[C@@H](CC[C@H]4[C@H]([C@H](O[C@@H]([C@@]34OO1)O2)OCCCOC=2C=CC=C1C=CC=NC21)C)C 8-(3-(((3R,6R,8aS,9R,10S,12R,12aR)-3,6,9-Trimethyldecahydro-12H-3,12-epoxy-[1,2]dioxepino[4,3-i]isochromen-10-yl)oxy)propoxy)quinoline